2-((2,6-difluoro-4-pyridyl)-formyl-amino)-N-(2,2-dimethyl-cyclobutyl)-5-methyl-thiazole-4-carboxamide FC1=NC(=CC(=C1)N(C=1SC(=C(N1)C(=O)NC1C(CC1)(C)C)C)C=O)F